propyl-1H-1,2,4-triazole iridium (III) [Ir+3].C(CC)N1N=CN=C1